1,2-di-iso-Propylbenzene C(C)(C)C1=C(C=CC=C1)C(C)C